1-methyl-1H-imidazole CN1C=NC=C1